C(CCC)OC(C1=C(C(=C(C(=O)OCCCC)C(=C1F)C=1SC=C(C1)CC(CCCCCCCCCCCC)CCCCCCCCCC)F)C=1SC=C(C1)CC(CCCCCCCCCCCC)CCCCCCCCCC)=O 2,5-bis(4-(2-decyl-tetradecyl)thiophene-2-yl)-3,6-difluoroterephthalic acid dibutyl ester